2-[2-(methylsulfanyl)pyrido[3,2-d]pyrimidin-8-yl]-1H,5H,6H,7H-pyrrolo[3,2-c]pyridin-4-one CSC=1N=CC2=C(N1)C(=CC=N2)C2=CC=1C(NCCC1N2)=O